(1s,3S)-N1-(6-((2R,6S)-2-ethyl-6-methylmorpholino)-2-methylpyridin-3-yl)cyclobutane-1,3-diamine C(C)[C@H]1O[C@H](CN(C1)C1=CC=C(C(=N1)C)NC1CC(C1)N)C